C(CCCC)[Sn](OC(C)(C)C)(OC(C)(C)C)OC(C)(C)C pentyltris(tert-butoxy)tin